7-oxo-1-({[(1s,4s)-4-[2-(benzyloxy)phenyl]cyclohexyl]oxy}methyl)-9-oxa-2,6-diazaspiro[4.5]decane-2-carboxylate O=C1NC2(CCN(C2COC2CCC(CC2)C2=C(C=CC=C2)OCC2=CC=CC=C2)C(=O)[O-])COC1